CC1=C(C=C(C=C1)[N+](=O)[O-])NC(C(=O)NC(C)C1=CC=CC2=CC=CC=C12)=O N1-(2-Methyl-5-nitrophenyl)N2-(R)-(1-(naphthalen-1-yl)ethyl)oxalamide